tert-butoxycarbonyl-3-azabicyclo[3.1.0]hexane-6-carboxylic acid C(C)(C)(C)OC(=O)C12CNCC2C1C(=O)O